NC(C(=O)O)(CCCCB(O)O)CCCN1CCN(CC1)C(C1=C(C=CC=C1)F)=O 2-amino-6-borono-2-(3-(4-(2-fluorobenzoyl)piperazin-1-yl)propyl)hexanoic acid